phosphoric acid calcium salt [Ca+2].P([O-])([O-])([O-])=O.P([O-])([O-])([O-])=O.[Ca+2].[Ca+2]